C(CCCCCCC\C=C/CCCCCCCC)(=O)OCCCCCCCCCCCCCCCCCC.C(CCCCCCC\C=C/CCCCCCCC)(=O)OCCCCCCCCCCCCCCCCCC distearyl dioleate